CC1(CC2=C(C(N1)=O)C(=C(N2)C2=CC(=NC=C2)NC(CC2=CC=C(C=C2)F)=O)C2=CC(=CC=C2)C)C N-{4-[6,6-Dimethyl-3-(3-methylphenyl)-4-oxo-4,5,6,7-tetrahydro-1H-pyrrolo[3,2-c]pyridin-2-yl]pyridin-2-yl}-2-(4-fluorophenyl)acetamid